BrC=1C=C(C2=C(NN=N2)C1)CC 6-bromo-4-ethyl-1H-benzo[d][1,2,3]triazole